7-((4-hydroxybutyl)amino)heptyl 2,10-dimethylundecanoate CC(C(=O)OCCCCCCCNCCCCO)CCCCCCCC(C)C